[Al].[Si].[S].BrC1=C(C=C(C2=C1N(C=N2)C)C2=CC=C(C=C2)OC(F)(F)F)CO (7-bromo-1-methyl-4-(4-(trifluoromethoxy)phenyl)-1H-benzo[d]imidazol-6-yl)methanol sulfur silicon aluminum